N1=CC=C(C=C1)C=CC1=CC=C(C=C1)C (4-(2-(pyridin-4-yl)vinyl)phenyl)methane